ethyl methyl pimelate C(CCCCCC(=O)OC)(=O)OCC